N-(4-(2H-1,2,3-triazol-2-yl)-3-(trifluoromethyl)phenyl)-5-cyclopropyl-1-(2-carbonyl-1,2-Dihydrobenzo[cd]indol-6-yl)-1H-pyrazole-4-carboxamide N=1N(N=CC1)C1=C(C=C(C=C1)NC(=O)C=1C=NN(C1C1CC1)C=1C=2C3=C(C(NC3=CC1)=C=O)C=CC2)C(F)(F)F